4-bromo-5-(4-(2,4-difluorophenoxy)piperidin-1-yl)-N,N-dimethylpyridinecarboxamide BrC1=CC(=NC=C1N1CCC(CC1)OC1=C(C=C(C=C1)F)F)C(=O)N(C)C